O[C@H](C(=O)N1[C@@H](C[C@H](C1)C(F)(F)F)C(=O)N[C@@H](C[C@H]1C(NCC1)=O)C(COC(F)(F)F)=O)C1=CC=CC=C1 (2S,4R)-1-((S)-2-hydroxy-2-phenylacetyl)-N-((S)-3-oxo-1-((S)-2-oxopyrrolidin-3-yl)-4-(trifluoromethoxy)butan-2-yl)-4-(trifluoromethyl)pyrrolidine-2-carboxamide